FC1=C(C=CC(=C1)C(F)(F)F)C=1C2=C(N=C(N1)CN)C=CC=N2 (4-(2-fluoro-4-(trifluoromethyl)phenyl)pyrido[3,2-d]pyrimidin-2-yl)methanamine